FC(C(=O)O)(F)F.FC=1C=C(C=C(C1)F)CC=1C=C2C(=NNC2=CC1)NC(C1=CC=C(C=C1)CCN1CCN(CC1)CC1=CC=C(C=C1)NC1C(NC(CC1)=O)=O)=O N-[5-[(3,5-difluorophenyl)methyl]-1H-indazol-3-yl]-4-[2-[4-[[4-[(2,6-dioxo-3-piperidyl)amino]phenyl]methyl]piperazin-1-yl]ethyl]benzamide trifluoroacetate